N-hydroxy-5-(2-(6-(methylamino)pyridin-3-yl)-4-morpholinothieno[3,2-d]pyrimidin-6-ylamino)pentanamide ONC(CCCCNC1=CC=2N=C(N=C(C2S1)N1CCOCC1)C=1C=NC(=CC1)NC)=O